(benzo[d]thiazol-5-yl)-1-((2,3-dihydrobenzofuran-5-yl)sulfonyl)-N-methylpiperidine-4-carboxamide S1C=NC2=C1C=CC(=C2)C2N(CCC(C2)C(=O)NC)S(=O)(=O)C=2C=CC1=C(CCO1)C2